4-(2-Ethylbutyl)-N-(3-(4-fluorophenoxy)-5-(pyridin-4-yloxy)phenyl)piperazine-1-carboxamide C(C)C(CN1CCN(CC1)C(=O)NC1=CC(=CC(=C1)OC1=CC=NC=C1)OC1=CC=C(C=C1)F)CC